FC=1C(=C(C=CC1)C=1C=C2C(=NN1)NC[C@@]1(N2C[C@@H](C1)O)C)OC (6aR,8R)-2-(3-fluoro-2-methoxyphenyl)-6a-methyl-5,6,6a,7,8,9-hexahydropyrrolo[1',2':4,5]pyrazino[2,3-c]pyridazin-8-ol